3-((tert-butoxycarbonyl)amino)-5-hydroxy-1H-indole-1-carboxylic acid tert-butyl ester C(C)(C)(C)OC(=O)N1C=C(C2=CC(=CC=C12)O)NC(=O)OC(C)(C)C